tert-butyl-4-(3-(2-allyl-6-amino-3-oxo-2,3-dihydro-1H-pyrazolo[3,4-d]pyrimidin-1-yl)phenoxy)piperidine-1-carboxylate C(C)(C)(C)OC(=O)N1CCC(CC1)OC1=CC(=CC=C1)N1N(C(C=2C1=NC(=NC2)N)=O)CC=C